FC=1C=C(C=CC1N1CCCCC1)C=1N=C(SC1)N (3-fluoro-4-(piperidine-1-yl)phenyl)thiazole-2-amine